FC1(C(C(C2=C1C1=CC=CC=C1C=1C=C(C=CC21)N2C1=CC=CC=C1C=1C=C(C=CC21)C2=CC=CC=C2)(F)F)(F)F)F 9-{1,1,2,2,3,3-Hexafluorocyclopenta[l]phenanthren-6-yl}-3-phenylcarbazol